NC(C[C@@H](C#CC1=C(C=CC=C1F)F)NC(=O)[C@H]1N(CCC1)C(=O)C1(CC1)C1=CC=C(C=C1)OC(F)(F)F)=O (2S)-N-[(1S)-1-(2-Amino-2-oxo-ethyl)-3-(2,6-difluorophenyl)prop-2-ynyl]-1-[1-[4-(trifluoromethoxy)phenyl]cyclopropanecarbonyl]pyrrolidine-2-carboxamide